FC(C(=O)O)(F)F.C(C)N(S(=O)(=O)C)[C@@H]1[C@H](NC1)C N-ethyl-N-((2R,3S)-2-methylazetidin-3-yl)methanesulfonamide trifluoroacetate